2-((1r,2s)-1-(2-cyanophenyl)-1-(3-methyl-1H-pyrazol-1-yl)propan-2-yl)-5-hydroxy-N-(isoxazol-4-yl)-1-methyl-6-oxo-1,6-dihydropyrimidine-4-carboxamide C(#N)C1=C(C=CC=C1)[C@@H]([C@H](C)C=1N(C(C(=C(N1)C(=O)NC=1C=NOC1)O)=O)C)N1N=C(C=C1)C